3-acetyl-5-methyl-7-(2-bromobenzyloxy)coumarin C(C)(=O)C=1C(OC2=CC(=CC(=C2C1)C)OCC1=C(C=CC=C1)Br)=O